3-(6-((2S,6R)-2,6-dimethylmorpholinyl)pyrimidin-4-yl)-N-((2R,6S)-2,6-dimethyltetrahydro-2H-pyran-4-yl)-1-(4-methoxybenzyl)-1H-pyrazolo[4,3-c]pyridin-4-amine C[C@H]1CN(C[C@H](O1)C)C1=CC(=NC=N1)C1=NN(C2=C1C(=NC=C2)NC2C[C@H](O[C@H](C2)C)C)CC2=CC=C(C=C2)OC